C(C)(C)(C)OC(=O)NCC1(CC(C1)(F)F)C(=O)NC=1C=CC(=NC1)C=1N=NN(C1NC(O[C@H](C)C=1C(=NC=C(C1)F)Cl)=O)C (R)-1-(2-chloro-5-fluoropyridin-3-yl)ethyl (4-(5-(1-(((tert-butoxycarbonyl)amino) methyl)-3,3-difluorocyclobutane-1-carboxamido)pyridin-2-yl)-1-methyl-1H-1,2,3-triazol-5-yl)carbamate